O1CC(CC1)OC=1C=C2C(=NC1)NC(N2C2CCN(CC2)C(C2=CC=C(C=C2)OC(F)(F)F)=O)=O 6-tetrahydrofuran-3-yloxy-1-[1-[4-(trifluoromethoxy)benzoyl]-4-piperidyl]-3H-imidazo[4,5-b]pyridin-2-one